2-((2-(3-methoxypyrrolidin-1-yl)ethyl)thio)-1,4-dihydroquinazoline COC1CN(CC1)CCSC=1NC2=CC=CC=C2CN1